[C@H]12CC(C[C@@H]2C1)N1C(C=CC2=C1N=C(N=C2)SC)=O 8-[(1R,3R,5S)-bicyclo[3.1.0]hexan-3-yl]-2-(methylsulfanyl)pyrido[2,3-d]pyrimidin-7-one